3-(azetidin-3-yl)-N-methylpyridin-4-amine N1CC(C1)C=1C=NC=CC1NC